COC=1C=C(CN(C=2OC(=CN2)C(=O)OCC)CC2=CC(=CC=C2)OC)C=CC1 ethyl 2-(bis(3-methoxybenzyl)amino)oxazole-5-carboxylate